IC=1C=C(C2=C(NC=N2)C1)C(=O)OC methyl 6-iodo-1H-benzimidazole-4-carboxylate